2-((3-(1-(4-chlorophenyl)cyclobutyl)-1,2,4-oxadiazol-5-yl)methyl)acrylic acid ClC1=CC=C(C=C1)C1(CCC1)C1=NOC(=N1)CC(C(=O)O)=C